chloro-1,4-naphthoquinone ClC=1C(C2=CC=CC=C2C(C1)=O)=O